CC1=C(C(C)(C)S)C=CC=C1 trimethylbenzyl thiol